3-(2-methylpyrrolidin-1-yl)propan-1-one CC1N(CCC1)CCC=O